OC[C@H](C1=CC(=CC=C1)C)NC(CC)=O N-[(1S)-2-hydroxy-1-(3-methylphenyl)ethyl]propionamide